C12CCCC2N(C1)C=1C=2N(N=C(C1)C=1C(NC(NC1)=O)=O)C=CN2 5-(8-(6-azabicyclo[3.2.0]heptan-6-yl)imidazo[1,2-b]pyridazin-6-yl)pyrimidine-2,4(1H,3H)-dione